ClC=1C=NC2=CC(=CC=C2C1)C=1N=NC(=CC1)N(C1CC(NC(C1)(C)C)(C)C)C 3-chloro-7-(6-(methyl(2,2,6,6-tetramethylpiperidin-4-yl)amino)pyridazin-3-yl)quinolin